FC=1C=2CCC2C(=C2CCC12)N 7-fluorotricyclo[6.2.0.03,6]deca-1,3(6),7-trien-2-amine